C(C)N(CCNC(=O)C=1C2=C(NC1C)\C(\CC21CCC1)=C\1/C(NC2=CC=C(C=C12)N1[C@H](COCC1)C)=O)CC (S,Z)-N-(2-(diethylamino)ethyl)-2'-methyl-6'-(5-(3-methylmorpholino)-2-oxoindolin-3-ylidene)-5',6'-dihydro-1'H-spiro[cyclobutane-1,4'-cyclopenta[b]pyrrole]-3'-carboxamide